2-ethyl-N-methyl-N-(m-tolyl)butanamide tert-butyl-N-(tert-butoxycarbonyl)-N-(6-chloropyrimidin-4-yl)-carbamate C(C)(C)(C)OC(N(C1=NC=NC(=C1)Cl)C(=O)OC(C)(C)C)=O.C(C)C(C(=O)N(C=1C=C(C=CC1)C)C)CC